ClC1=CC=C(C=C1)S(=O)(=O)NC1=C(C(=O)NC=2SC=C(N2)C2=CC(=C(C=C2)OC)OC)C=CC=C1 2-[[(4-chlorophenyl)sulfonyl]amino]-N-[4-(3,4-dimethoxyphenyl)-2-thiazolyl]-benzamide